3-(3-(4-(Chloromethyl)phenyl)-5-(5-cyclopropoxypyridin-2-yl)-3H-imidazo[4,5-b]pyridin-2-yl)pyridin-2-amine ClCC1=CC=C(C=C1)N1C(=NC=2C1=NC(=CC2)C2=NC=C(C=C2)OC2CC2)C=2C(=NC=CC2)N